4-amino-3-[6-(4-cyanophenyl)pyridine-3-ylazo]naphthalene-1-sulfonic acid NC1=C(C=C(C2=CC=CC=C12)S(=O)(=O)O)N=NC=1C=NC(=CC1)C1=CC=C(C=C1)C#N